toluene-d7 [2H]C1=C(C(=C(C(=C1[2H])[2H])C([2H])[2H])[2H])[2H]